ClC1=CC=C(CN2C=CC=3CCN(CC3C2=O)CC=2C=C(C=C(C#N)C2)C#N)C=C1 5-((7-(4-chlorobenzyl)-8-oxo-3,4,7,8-tetrahydro-2,7-naphthyridin-2(1H)-yl)methyl)isophthalonitrile